NC1=CC=C(C=C1)C1(C2CC3CC(CC1C3)C2)C2=CC=C(C=C2)N 2,2-bis(4-aminophenyl)adamantane